N[C@@H]1C2=CC=CC=C2CC12CCN(CC2)C2=NC1=C(C=3N2C=CN3)C(=CN1)C1=CC=C(C3=CC=CC=C13)O (S)-4-(5-(1-amino-1,3-dihydrospiro[indene-2,4'-piperidine]-1'-yl)-7H-imidazo[1,2-c]pyrrolo[3,2-e]pyrimidin-9-yl)-1-naphthol